ClC1=C(C(=NC=N1)NC1=C(C=C(C(=C1)C1=CC(=NC=C1)OCC1CC1)F)N1C[C@@H](N([C@@H](C1)C)C)C)N 6-chloro-N4-(5-(2-(cyclopropylmethoxy)pyridin-4-yl)-4-fluoro-2-((3S,5R)-3,4,5-trimethylpiperazin-1-yl)phenyl)pyrimidine-4,5-diamine